3,5-Diamino-2-[6-[4-[(E)-3-oxo-3-[4-(4-pentylphenyl)phenyl]prop-1-enyl]phenoxy]hexyl]benzoic acid NC=1C(=C(C(=O)O)C=C(C1)N)CCCCCCOC1=CC=C(C=C1)\C=C\C(C1=CC=C(C=C1)C1=CC=C(C=C1)CCCCC)=O